7'-(2-((5-(5-(difluoromethyl)-1,3,4-oxadiazol-2-yl)pyridin-2-yl)methyl)-2H-tetrazol-5-yl)-1',4'-dihydro-3'H-spiro[cyclopentane-1,2'-quinoxalin]-3'-one FC(C1=NN=C(O1)C=1C=CC(=NC1)CN1N=C(N=N1)C1=CC=C2NC(C3(NC2=C1)CCCC3)=O)F